N-(6-Fluoroquinazolin-4-yl)-O-((1S,3R)-3-(2-(5,6,7,8-tetrahydro-1,8-naphthyridin-2-yl)ethyl)cyclobutyl)homoserine FC=1C=C2C(=NC=NC2=CC1)N[C@@H](CCOC1CC(C1)CCC1=NC=2NCCCC2C=C1)C(=O)O